4-hydroxy-4-((2-methyl-2H-tetrazol-5-yl)(phenyl)methyl)piperidine OC1(CCNCC1)C(C1=CC=CC=C1)C=1N=NN(N1)C